CN(CCCCOC(=O)OC(C(=O)OCCCCCCCC(OC(CCCCCC)CCCCCCCC)=O)CCC(=O)OCCCCCCCC(OC(CCCCCC)CCCCCCCC)=O)C bis(8-oxo-8-(pentadecan-7-yloxy)octyl) 2-(((4-(dimethylamino)butoxy)carbonyl)oxy)pentanedioate